4-phenylpyridine C1(=CC=CC=C1)C1=CC=NC=C1